bis-aminopropylimidazolium NCCC[N+]1=C(NC=C1)CCCN